(E)-4,4-dimethyl-3-(3-(2-(trifluoromethyl)phenyl)acryloyl)oxazolidin-2-one CC1(N(C(OC1)=O)C(\C=C\C1=C(C=CC=C1)C(F)(F)F)=O)C